n-Nonylchlorid C(CCCCCCCC)Cl